CC1=C(C=CC=C1)[O-].CC1=C(C=CC=C1)[O-].CC1=C(C=CC=C1)[O-].CC1=C(C=CC=C1)[O-].[Ti+4] titanium(IV) tetra(methylphenolate)